FC1=C(C=C(C2=C1CCO2)CC2=CC(=C(C=C2)C(NCCOC)=O)F)C(=O)N[C@H]2CCOC[C@@H]2O 1,5-anhydro-2,3-dideoxy-3-(((4-fluoro-7-(3-fluoro-4-((2-methoxyethyl)-carbamoyl)benzyl)-2,3-dihydro-1-benzofuran-5-yl)carbonyl)amino)-L-threo-pentitol